2-methyl-2-propyl-1,3-dimethoxypropane CC(COC)(COC)CCC